ClC=1C=C2C=NN(C2=CC1N1C[C@H]2CC[C@@H](C1)C2(O)C=2SC=CN2)C=2C=NN(C2)C2CC2 (1R,5S)-3-[5-chloro-1-(1-cyclopropylpyrazol-4-yl)indazol-6-yl]-8-thiazol-2-yl-3-azabicyclo[3.2.1]octan-8-ol